4-tert-butyl-1-fluoro-2-nitro-benzene C(C)(C)(C)C1=CC(=C(C=C1)F)[N+](=O)[O-]